C(C)C(C(=O)OCCCCCC1CO1)=C 6,7-epoxyheptyl α-ethylacrylate